(2S,4S)-4-[(tert-Butyldimethylsilyl)oxy]-2-(hydroxymethyl)pyrrolidine-1-carboxylic acid tert-butyl ester C(C)(C)(C)OC(=O)N1[C@@H](C[C@@H](C1)O[Si](C)(C)C(C)(C)C)CO